O1CCC(CC1)COC1=CC=C(N)C=C1 4-((tetrahydro-2H-pyran-4-yl)methoxy)aniline